nickel-cobalt-nickel tetrasulfide [Ni](=S)(=S)(=S)=S.[Co].[Ni]